C(#N)[C@]1(O[C@@H]([C@H]([C@H]1O)O)CO)C1=CC=C2C(=NC=NN21)NC([C@H](CC2=CC=C(C=C2)F)NC(OC(C)(C)C)=O)=O tert-butyl ((S)-1-((7-((2R,3R,4S,5R)-2-cyano-3,4-dihydroxy-5-(hydroxymethyl)tetrahydrofuran-2-yl)pyrrolo[2,1-f][1,2,4]triazin-4-yl)amino)-3-(4-fluorophenyl)-1-oxopropan-2-yl)carbamate